[Cl-].C(CCCCCCCCCCCCCCCCC)[N+](CC1=CC=CC=C1)(C)C stearyldi-methylbenzylammonium chloride